C12CC(CC(CC1)N2)N(C2=C1C=CN=NC1=C(C=C2)C(=O)NC=2C=C(C=1N(C2)C=C(N1)C)F)C 5-[(exo)-8-azabicyclo[3.2.1]octan-3-yl(methyl)amino]-N-[8-fluoro-2-methylimidazo[1,2-a]pyridin-6-yl]cinnoline-8-carboxamide